Br.BrCC1=CC=NC=C1 4-(bromomethyl)pyridine hydrogen bromide